(2s,4r)-1-((S)-2-(8-bromooctylamino)-3,3-dimethylbutyryl)-4-hydroxy-N-(4-(4-methylthiazol-5-yl)benzyl)pyrrolidine-2-carboxamide BrCCCCCCCCN[C@H](C(=O)N1[C@@H](C[C@H](C1)O)C(=O)NCC1=CC=C(C=C1)C1=C(N=CS1)C)C(C)(C)C